2-(4,7-bis(2-(tert-butoxy)-2-oxo-ethyl)-1,4,7-triazacyclononan-1-yl)acetic acid C(C)(C)(C)OC(CN1CCN(CCN(CC1)CC(OC(C)(C)C)=O)CC(=O)O)=O